Cl.Cl.NC=1C(=NC(=CN1)C1=CC=C(C=C1)S(=O)(=O)C(C)C)C1=CC(=NO1)C1=CC=C(C=C1)NC(=N)NC 1-(4-(5-(3-amino-6-(4-(isopropylsulfonyl)phenyl)pyrazin-2-yl)isoxazol-3-yl)phenyl)-3-methylguanidine dihydrochloride